C1(=CC=CC=C1)C=1C(=NN=NC1)O phenyl-triazinyl alcohol